N=C(CC1=C(C=CC=C1)OC)N1C[C@H]2C(CCC[C@H]2C1)(C1=CC=CC=C1)C1=CC=CC=C1 (3aR,7aR)-Octahydro-2-[1-imino-2-(2-methoxyphenyl)ethyl]-7,7-diphenyl-4H-isoindol